C(N)(=O)C1=CN(C2=NC=C(N=C21)OC2CCN(CC2)C(=O)OC(C)(C)C)COCC[Si](C)(C)C tert-Butyl 4-[(7-carbamoyl-5-{[2-(trimethylsilyl)ethoxy]methyl}-5H-pyrrolo[2,3-b]pyrazin-2-yl)oxy]piperidine-1-carboxylate